(5-((1S,2R)-2-isopropylcyclopropyl)-6-(Methoxy-d3)pyridazin-3-yl)pyrimidine-2,4(1H,3H)-dione C(C)(C)[C@@H]1[C@H](C1)C=1C=C(N=NC1OC([2H])([2H])[2H])N1C(NC(C=C1)=O)=O